N4-{[1-(methoxymethyl)cyclobutyl]methyl}-N4-methyl-5'-(trifluoromethyl)[2,3'-bipyridin]-4,5,6-triamine COCC1(CCC1)CN(C1=CC(=NC(=C1N)N)C=1C=NC=C(C1)C(F)(F)F)C